(R)-3-Hydroxy-1-methyl-3-(3-(2-(1-tosyl-1H-pyrrolo[2,3-b]pyridin-3-yl)thiazol-4-yl)phenyl)-1H-pyrrolo[3,2-b]pyridin-2(3H)-one O[C@]1(C(N(C=2C1=NC=CC2)C)=O)C2=CC(=CC=C2)C=2N=C(SC2)C2=CN(C1=NC=CC=C12)S(=O)(=O)C1=CC=C(C)C=C1